BrCC1=C(C=C(C(=C1)CC)F)Cl (bromomethyl)-2-chloro-5-ethyl-4-fluorobenzene